CC(CC)(C1=CC=C(C=C1)O)C1=CC=C(C=C1)O 4,4'-(butane-2,2-diyl)diphenol